chloro-o-benzyl-phenol ClC=1C(=C(C=CC1)O)CC1=CC=CC=C1